FC1=CN=C(C2=CC=CC=C12)N 4-fluoroisoquinolin-1-amine